4-(dimethylamino)benzylamine dihydrochloride Cl.Cl.CN(C1=CC=C(CN)C=C1)C